7-(3-((1R,5S,6s)-6-amino-3-azabicyclo[3.1.0]hex-3-yl)propyl)-3,4-dihydro-1,8-Naphthyridine-1(2H)-carboxylate NC1[C@@H]2CN(C[C@H]12)CCCC1=CC=C2CCCN(C2=N1)C(=O)[O-]